N=1C(=CN2C1C=CC=C2)N2C(C(N(CC2)C(C=C)=O)CCCC2=CC=CC=C2)=O 1-imidazo[1,2-a]pyridin-2-yl-3-(3-phenylpropyl)-4-prop-2-enoyl-piperazin-2-one